FC(COS(=O)(=O)C(F)(F)F)(F)F.C1(CC1)[C@H](C)N1C(C2=C(C=C(C=C2C1)N1C=CC2=NC(=CC=C21)NC(C)=O)OC(F)F)=O (S)-N-(1-(2-(1-cyclopropylethyl)-7-(difluoromethoxy)-1-oxoisoindolin-5-yl)-1H-pyrrolo[3,2-b]pyridin-5-yl)acetamide 2,2,2-trifluoroethyl-trifluoromethanesulfonate